benzyl (3S,5S)-3-[[6-[4-(benzylsulfonylamino)-3-fluoro-phenyl]-8-isopropyl-7-oxo-pteridin-2-yl]amino]-5-fluoro-piperidine-1-carboxylate C(C1=CC=CC=C1)S(=O)(=O)NC1=C(C=C(C=C1)C1=NC=2C=NC(=NC2N(C1=O)C(C)C)N[C@@H]1CN(C[C@H](C1)F)C(=O)OCC1=CC=CC=C1)F